C1(CC1)C=1C(C=CC(C1)(O)C#C)=O 2-cyclopropyl-4-ethynyl-4-hydroxycyclohexa-2,5-dien-1-one